3,3'-(1,1,3,3-tetraethoxydisiloxane-1,3-diyl)bis(N,N-diethylpropane-1-amine) C(C)O[Si](O[Si](OCC)(OCC)CCCN(CC)CC)(OCC)CCCN(CC)CC